C1=CC=CC=2C3=CC=CC=C3C(C12)COC(=O)N[C@@H](C(=O)OC(C)(C)C)CO tert-butyl (2R)-2-({[(9H-fluoren-9-yl)methoxy]carbonyl}amino)-3-hydroxypropanoate